COC=1C=C(C=CC1)NC1C(C(NC2=CC=CC=C12)=O)(C)C 4-((3-Methoxyphenyl)amino)-3,3-dimethyl-3,4-dihydroquinolin-2(1H)-one